Methyl Octanoate Chloride [Cl-].C(CCCCCCC)(=O)OC